[N+](=O)([O-])C=1C=CC(=NC1)OC1CCN(CC1)CCO 2-(4-((5-nitropyridin-2-yl)oxy)piperidine-1-yl)ethane-1-ol